OC1=C(C#N)C=CC=C1B1OC(C(O1)(C)C)(C)C 2-hydroxy-3-(4,4,5,5-tetramethyl-1,3,2-dioxaborolan-2-yl)benzonitrile